N4-isobutyl-N2-(2-methoxy-4-(morpholino-sulfonyl)phenyl)-5-(trifluoromethyl)-7H-pyrrolo[2,3-d]pyrimidine-2,4-diamine C(C(C)C)NC=1C2=C(N=C(N1)NC1=C(C=C(C=C1)S(=O)(=O)C1CNCCO1)OC)NC=C2C(F)(F)F